O1COC2=C1C=CC(=C2)C2OC(=C1N2C(CN(C1=O)C(CO)C)=O)C1=CNC2=CC=CC=C12 3-(benzo[d][1,3]dioxol-5-yl)-7-(1-hydroxypropan-2-yl)-1-(1H-indol-3-yl)-6,7-dihydro-3H-oxazolo[3,4-a]pyrazine-5,8-dione